COC(C(=CCC1=C(C=C(C(=C1)F)F)F)NC(C)=O)=O acetylamino-4-(2,4,5-trifluorophenyl)-2-butenoic acid methyl ester